boron di(mandelic acid) C(C(O)C1=CC=CC=C1)(=O)O.C(C(O)C1=CC=CC=C1)(=O)O.[B]